2-(2',4'-difluorophenyl)pyridine FC1=C(C=CC(=C1)F)C1=NC=CC=C1